1-[6-(benzenesulfonyl)pyridin-3-yl]-3-(pyridin-3-ylmethyl)urea C1(=CC=CC=C1)S(=O)(=O)C1=CC=C(C=N1)NC(=O)NCC=1C=NC=CC1